7-(1-(adamantan-1-ylmethyl)-5-methyl-1H-pyrazol-4-yl)-3-(6-amino-5-fluoropyridin-3-yl)imidazo[1,2-a]pyridine-8-carboxylic acid methyl ester COC(=O)C=1C=2N(C=CC1C=1C=NN(C1C)CC13CC4CC(CC(C1)C4)C3)C(=CN2)C=2C=NC(=C(C2)F)N